maleimidyl hexanoate C(CCCCC)(=O)ON1C(C=CC1=O)=O